methyl 5-(5-((5-((5-bromo-2-nitrophenyl) amino)-5-methylhexyl) oxy)-1-methyl-1H-pyrazol-4-yl)-1-methyl-6-oxo-1,6-dihydropyridine-3-carboxylate BrC=1C=CC(=C(C1)NC(CCCCOC1=C(C=NN1C)C1=CC(=CN(C1=O)C)C(=O)OC)(C)C)[N+](=O)[O-]